C(C)(C)(C)OC(=O)N1C[C@H](CC1)NC(=O)OC (S)-3-((methoxycarbonyl)amino)pyrrolidine-1-carboxylic acid tert-butyl ester